(3-bromo-2,5,6-trifluorophenyl)trimethylsilane BrC=1C(=C(C(=C(C1)F)F)[Si](C)(C)C)F